CC1CN(C=2C=CC3=C(C12)C=CC=C3C#C[Si](C)(C)C)C(=O)O 1-methyl-6-((trimethylsilyl)ethynyl)-1,2-dihydro-3H-benzo[e]Indole-3-carboxylic acid